CNC(CCCC=1N=C(N(C1)C1=CC=CC=C1)C1=C(C(=O)N)C=CC=C1C1=CC=NC=C1)=O (4-(4-(methylamino)-4-oxobutyl)-1-phenyl-1H-imidazol-2-yl)-3-(pyridin-4-yl)benzamide